(3aR,6aS)-2-(3-methyl-2-oxo-1,3-benzoxazol-6-yl)-N-(4-phenylbutyl)-1,3,3a,4,6,6a-hexahydropyrrolo[3,4-c]pyrrole-5-carboxamide CN1C(OC2=C1C=CC(=C2)N2C[C@H]1CN(C[C@H]1C2)C(=O)NCCCCC2=CC=CC=C2)=O